ClC1=NC2=CC=C(C=C2C(=N1)NC1=NNC(=C1F)C1CC1)I 2-chloro-N-(5-cyclopropyl-4-fluoro-1H-pyrazol-3-yl)-6-iodoquinazolin-4-amine